C1(CC1)CN1C(=CC2=CC=CC(=C12)OC)C1=NC=2C(=CC=3CCN(C(C3C2)=O)C[C@@H](C(C)F)NC(OC(C)(C)C)=O)N1C tert-butyl ((2S)-1-(2-(1-(cyclopropylmethyl)-7-methoxy-1H-indol-2-yl)-1-methyl-5-oxo-1,5,7,8-tetrahydro-6H-imidazo[4,5-g]isoquinolin-6-yl)-3-fluorobutan-2-yl)carbamate